8-(6-((2-(6,6-difluoro-3-azabicyclo[3.1.0]hexan-3-yl)ethoxy)methyl)pyridin-3-yl)-1-isopropyl-3-methyl-1H-imidazo[4,5-c]cinnolin-2(3H)-one FC1(C2CN(CC12)CCOCC1=CC=C(C=N1)C1=CC=2C3=C(N=NC2C=C1)N(C(N3C(C)C)=O)C)F